C(C)OC(/C=C/[C@@H]1N(CC1)C(=O)OC(C)(C)C)=O tert-butyl (R,E)-2-(3-ethoxy-3-oxoprop-1-en-1-yl)azetidine-1-carboxylate